3-(((3-(4-chlorophenyl)-1-phenyl-1H-pyrazol-4-yl)methyl)amino)isonicotinic acid ClC1=CC=C(C=C1)C1=NN(C=C1CNC1=C(C(=O)O)C=CN=C1)C1=CC=CC=C1